ClC1=CC(=C(C=C1Cl)C(NC(C(F)(F)F)=O)C1CCN(CC1)C)O N-[(4,5-dichloro-2-hydroxyphenyl)(1-methylpiperidin-4-yl)methyl]-2,2,2-trifluoroacetamide